3-(benzylamino)-3-oxo-propionic acid tert-butyl ester C(C)(C)(C)OC(CC(=O)NCC1=CC=CC=C1)=O